(Pyridin-2-yl)zinc N1=C(C=CC=C1)[Zn]